C(OC=1C=C(C=O)C=CC1OC([2H])([2H])[2H])([2H])([2H])[2H] 3,4-bis(methoxy-d3)benzaldehyde